N1(CCOCC1)S(=O)(=O)C1=CC=C(C=C1)NC(=O)NCC=1C=NC=CC1 1-[4-(morpholine-4-sulfonyl)phenyl]-3-(pyridin-3-ylmethyl)urea